C(C1=CC=CC=C1)OC1=CC=C(C=N1)C=O 6-benzyloxypyridine-3-carbaldehyde